BrC=1N=C(N(N1)C1=NC=C(C=C1)C#N)C(C)NC(C1=CC(=CC(=C1)C(F)(F)F)OC(F)(F)F)=O N-[1-[5-bromo-2-(5-cyano-2-pyridinyl)-1,2,4-triazol-3-yl]ethyl]-3-(trifluoromethoxy)-5-(trifluoromethyl)benzamide